tert-Butyl (3-cyano-7-fluoro-4-(5-fluoro-3-((R)-3-((3R,5R)-3,4,5-trimethylpiperazin-1-yl)pyrrolidin-1-yl)-7,9-dihydrofuro[3,4-f]quinazolin-6-yl)thieno[3,2-c]pyridin-2-yl)carbamate C(#N)C1=C(SC2=C1C(=NC=C2F)C=2C1=C(C=3C=NC(=NC3C2F)N2C[C@@H](CC2)N2C[C@H](N([C@@H](C2)C)C)C)COC1)NC(OC(C)(C)C)=O